C(C)(C)(C)OC(=O)NCCCCCCCCOC=1C=C(C=CC1)CC(=O)OC(C)(C)C tert-butyl 2-{3-[(8-{[(tert-butoxy)carbonyl]amino}octyl)oxy]phenyl}acetate